(R)-2-amino-4-morpholino-4-oxo-N-((R)-1-(4,4,5,5-tetramethyl-1,3,2-dioxaborolan-2-yl)propyl)butanamide hydrochloride Cl.N[C@@H](C(=O)N[C@@H](CC)B1OC(C(O1)(C)C)(C)C)CC(=O)N1CCOCC1